NCC1(CC(CC(C1)(C)C)NC1CC(CC(C1)(C)C)(C)CN)C 3-(Aminomethyl)-N-[3-(aminomethyl)-3,5,5-trimethyl-cyclohexyl]-3,5,5-trimethyl-cyclohexanamin